N[C@H](C(=O)N(C)[C@@H]1COCC=2NC(C=3C=C(C(=CC3C21)F)F)=O)C2=CC=C(C=C2)Cl (S)-2-amino-2-(4-chlorophenyl)-N-((S)-8,9-difluoro-6-oxo-1,4,5,6-tetrahydro-2H-pyrano[3,4-c]isoquinolin-1-yl)-N-methylacetamide